FC(OC1=C(COC2CN(C2)C(=O)N2C[C@@H]3[C@@H](OCC(N3)=O)CC2)C=CC=C1)(F)F (4aR,8aS)-6-(3-((2-(trifluoromethoxy)benzyl)oxy)azetidine-1-carbonyl)hexahydro-2H-pyrido[4,3-b][1,4]oxazin-3(4H)-one